CN1C(N(CCC1)C)=O 1,3-dimethyl-3,4,5,6-tetrahydro-2(1H)pyrimidinone